ClC=1C=C(C=C(C1OC1=CC2=C(NC(N2C(C)C)=O)C=C1)Cl)N1N=C(C(NC1=O)=O)C#N (3,5-dichloro-4-((3-isopropyl-2-oxo-2,3-dihydro-1H-benzo[d]imidazol-5-yl)oxy)phenyl)-3,5-dioxo-2,3,4,5-tetrahydro-1,2,4-triazine-6-carbonitrile